sodium ricinoleate lactate C(C(O)C)(=O)[O-].C(CCCCCCC\C=C/C[C@H](O)CCCCCC)(=O)O.[Na+]